(R)-N-(1-(5-fluoro-2-methyl-3-(trifluoromethyl)phenyl)ethylidene)-2-methylpropane-2-sulfinamide FC=1C=C(C(=C(C1)C(C)=N[S@](=O)C(C)(C)C)C)C(F)(F)F